2-(7-((2S,5R)-4-(1-(2,3-dihydrofuro[2,3-c]pyridin-5-yl)ethyl)-2,5-diethylpiperazin-1-yl)-4-methyl-5-oxo-4,5-dihydro-2H-pyrazolo[4,3-b]pyridin-2-yl)acetonitrile O1CCC=2C1=CN=C(C2)C(C)N2C[C@@H](N(C[C@H]2CC)C=2C=1C(N(C(C2)=O)C)=CN(N1)CC#N)CC